O=C1NN=C(C2=CC(=CC=C12)C#N)C1=CC=CC=C1 1-oxo-4-phenyl-1,2-dihydro-phthalazine-6-carbonitrile